((2S,3R,6R)-2,6-Dimethyl-3-(((5-(trifluoromethyl)pyrazin-2-yl)amino)methyl)morpholino)(3-fluoro-2-(pyrimidin-2-yl)phenyl)methanone C[C@@H]1O[C@@H](CN([C@@H]1CNC1=NC=C(N=C1)C(F)(F)F)C(=O)C1=C(C(=CC=C1)F)C1=NC=CC=N1)C